C(C(C)C)N1N=CN(C1=O)C1=CC=C(C=C1)N1CCN(CC1)C1=CC=C(C=C1)OC 1-Isobutyl-4-(4-(4-(4-methoxyphenyl)piperazin-1-yl)phenyl)-1H-1,2,4-triazol-5(4H)-one